trans-8-((4-((cyclopropylmethyl)(3-fluoro-2-methylphenyl)amino)cyclohexyl)(methyl)amino)-5-methyl-6-oxo-5,6-dihydro-1,5-naphthyridine-2,7-dicarbonitrile C1(CC1)CN([C@@H]1CC[C@H](CC1)N(C1=C(C(N(C=2C=CC(=NC12)C#N)C)=O)C#N)C)C1=C(C(=CC=C1)F)C